4-(6-hydroxybenzo[b]thiophen-3-yl)-2,6-dimethyl-1,4-dihydropyridine-3,5-dinitrile OC=1C=CC2=C(SC=C2C2C(=C(NC(=C2C#N)C)C)C#N)C1